CC1=C(C=C(C=C1)N=C=O)C The molecule is an isocyanate that consists of phenyl isocyanate bearing two additional methyl substituents at positions 3 and 4. It has a role as a hapten.